3-cyclopropyl-1-(2-{[4-(4-methylpiperazin-1-yl)phenyl]amino}-5-[2-(triisopropylsilyl)ethynyl]pyrido[d]pyrimidin-7-yl)urea C1(CC1)NC(NC=1C=C(C2=C(N=C(N=C2)NC2=CC=C(C=C2)N2CCN(CC2)C)N1)C#C[Si](C(C)C)(C(C)C)C(C)C)=O